2-(4,4-difluorocyclohexyl)-6-methylpyrimidin-4-amine FC1(CCC(CC1)C1=NC(=CC(=N1)N)C)F